N1SC(C2=C1C=CC=C2)=O Benzo[c]isothiazol-3(1H)-one